(R)-(-)-5-iodo-3'-O-[2-(ε-guanidinohexanoyl)-2-phenylacetyl]-2'-deoxyuridine IC=1C(NC(N([C@H]2C[C@H](OC(C(C3=CC=CC=C3)C(CCCC(C)NC(=N)N)=O)=O)[C@@H](CO)O2)C1)=O)=O